COC1(CN(C1)C1=CC(=C(NC2=CC3=C(NC(CCO3)=O)C=C2)C=C1)C)C(F)(F)F 8-[4-[3-methoxy-3-(trifluoromethyl)azetidin-1-yl]-2-methyl-anilino]-3,5-dihydro-2H-1,5-benzoxazepin-4-one